N2-(4-methoxy-3-(4-((methylamino)methyl)-1H-pyrazol-1-yl)phenyl)-N4,6-dimethylpyrimidine-2,4-diamine COC1=C(C=C(C=C1)NC1=NC(=CC(=N1)NC)C)N1N=CC(=C1)CNC